(R)-benzyl 2-(((benzyloxy)carbonyl)amino)-3-(3-fluoro-5-(5-propylisoxazol-4-yl)benzamido)propanoat C(C1=CC=CC=C1)OC(=O)N[C@@H](C(=O)OCC1=CC=CC=C1)CNC(C1=CC(=CC(=C1)C=1C=NOC1CCC)F)=O